(5-bromo-2-methylphenyl)methylthiophene BrC=1C=CC(=C(C1)CC=1SC=CC1)C